CN(C(=O)NC=1C=C2C(=CNC2=CC1)C1CCN2CCCC2C1)C(C)C N-methyl-N-isopropyl-N'-(3-(octahydroindolizin-7-yl)-1H-indol-5-yl)urea